N[C@@H]1[C@@H](OCC12CCN(CC2)C2=C(N=C1C(=N2)N(N=C1C1=C(C2=C(N(N=C2C=C1)C)Cl)Cl)COCC[Si](C)(C)C)CO)C (6-((3S,4S)-4-amino-3-methyl-2-oxa-8-azaspiro[4.5]decan-8-yl)-3-(3,4-dichloro-2-methyl-2H-indazol-5-yl)-1-((2-(trimethylsilyl)ethoxy)methyl)-1H-pyrazolo[3,4-b]pyrazin-5-yl)methanol